CC1(CC1)C1=NN=C(O1)C(=O)N1[C@@H](C2=C(CC1)NC=N2)C2=NN1C(C=CC=C1)=C2 (S)-(5-(1-methylcyclopropyl)-1,3,4-oxadiazol-2-yl)(4-(pyrazolo[1,5-a]pyridin-2-yl)-6,7-dihydro-1H-imidazo[4,5-c]pyridin-5(4H)-yl)methanone